ClC1=C(C=CC(=C1)[C@@H]1C([C@H]1C1=CC=C(C=C1)OC)(Cl)Cl)OC(F)(F)F trans-2-Chloro-4-(2,2-dichloro-3-(4-methoxyphenyl)cyclopropyl)-1-(trifluoromethoxy)benzene